1-(3-(4-((4-([1,2,4]triazolo[1,5-a]pyridin-7-yloxy)-3-methylphenyl)amino)thieno[2,3-d]pyrimidin-6-yl)piperidin-1-yl)prop-2-en-1-one N=1C=NN2C1C=C(C=C2)OC2=C(C=C(C=C2)NC=2C1=C(N=CN2)SC(=C1)C1CN(CCC1)C(C=C)=O)C